C1(CC1)N(C1=CN=C(N=N1)C1=CC(=C(C=C1O)C1=CC(N(C=C1)C)=O)F)C1C([C@@H]2CC[C@H](C1)N2)F 4-(4-(6-(cyclopropyl((1S,5R)-2-fluoro-8-azabicyclo[3.2.1]octan-3-yl)amino)-1,2,4-triazin-3-yl)-2-fluoro-5-hydroxyphenyl)-1-methylpyridin-2(1H)-one